2,2-dimethyl-propionic acid 3-(2-chloro-6-methylaminopurine-9-yl)-2-(2,2-dimethyl-propionyloxy)-propyl ester ClC1=NC(=C2N=CN(C2=N1)CC(COC(C(C)(C)C)=O)OC(C(C)(C)C)=O)NC